oxo-1'H-spiro[cyclobutane-1,3'-indole] O=C1CCC12CNC1=CC=CC=C21